N-(4-(1-(2-cyanoethyl)-1,2,3,6-tetrahydropyridin-4-yl)-1H-pyrrolo[2,3-b]pyridin-6-yl)cyclopropylcarboxamide C(#N)CCN1CCC(=CC1)C1=C2C(=NC(=C1)NC(=O)C1CC1)NC=C2